N-Ethyl-3-(N-((4-fluoro-2,6-diisopropylphenyl)carbamoyl)sulfamoyl)-N,1-dimethyl-1H-pyrazole-5-carboxamide, sodium salt [Na].C(C)N(C(=O)C1=CC(=NN1C)S(NC(NC1=C(C=C(C=C1C(C)C)F)C(C)C)=O)(=O)=O)C